3-chloro-5-(4,4,5,5-tetramethyl-1,3,2-dioxaborolane-2-yl)-1H-pyrrolo[2,3-b]pyridine ClC1=CNC2=NC=C(C=C21)B2OC(C(O2)(C)C)(C)C